Tert-butyl 2-(bis(4-methoxybenzyl) amino)-3-phenylpropionate COC1=CC=C(CN(C(C(=O)OC(C)(C)C)CC2=CC=CC=C2)CC2=CC=C(C=C2)OC)C=C1